Tri-(1,3-dichloropropyl)phosphat ClC(CCCl)OP(=O)(OC(CCCl)Cl)OC(CCCl)Cl